1-propyl-2,3-dimethylimidazole chloride [Cl-].C(CC)N1C(N(C=C1)C)C